BrC=1C2=C(C=3C(=NC(=NC3C1F)S(=O)CC)N[C@H]1C(N(CC1)C)=O)COC2 (3R)-3-((6-Bromo-3-(ethylsulfinyl)-5-fluoro-7,9-dihydrofuro[3,4-f]quinazolin-1-yl)amino)-1-methylpyrrolidin-2-one